N-[3-(7H-pyrrolo[2,3-d]pyrimidin-2-yl)phenyl]prop-2-enamide N1=C(N=CC2=C1NC=C2)C=2C=C(C=CC2)NC(C=C)=O